NCCOCCOCCOCCOC=1C=C(\C=C/2\C(C(=C(S2)NC2=CC=CC=C2)C(=O)OCC)=O)C=CC1O ethyl (Z)-5-(3-(2-(2-(2-(2-aminoethoxy)ethoxy)ethoxy)ethoxy)-4-hydroxybenzylidene)-4-oxo-2-(phenylamino)-4,5-dihydrothiophene-3-carboxylate